N1N=CC(=C1)NC1=NC=C(C(=N1)C1=C(C(=O)NCC#N)C=CC=C1)C (2-((1H-pyrazol-4-yl)amino)-5-methylpyrimidin-4-yl)-N-(cyanomethyl)benzamide